C(C1=CC=CC=C1)N1C(=NC2=C1C=CC=C2C(=O)N)C2=CC(=CC=C2)Cl 1-benzyl-2-(3-chlorophenyl)-1H-benzo[d]imidazole-4-carboxamide